6,7-dihydrocyclopenta-1,3-dioxin-5(4H)-one O1COCC2=C1CCC2=O